C(C)(C)(C)CCC1=C(C(=CC=C1)C(C)(C)C)O 2,6-di-tert-butyl-ethylphenol